3-benzyloxy-4-methoxyphenyl-4-chloromethyloxazole C(C1=CC=CC=C1)OC=1C=C(C=CC1OC)C=1OC=C(N1)CCl